1-[4-[4-(3-chloro-2-fluoro-anilino)quinazolin-6-yl]piperazin-1-yl]prop-2-en-1-one ClC=1C(=C(NC2=NC=NC3=CC=C(C=C23)N2CCN(CC2)C(C=C)=O)C=CC1)F